N-(2-(4-(2-bromobenzoyl)phenoxy)ethyl)nicotinamide BrC1=C(C(=O)C2=CC=C(OCCNC(C3=CN=CC=C3)=O)C=C2)C=CC=C1